ClC=1C=C(C=CC1F)NCC1=CC=C(C(=O)OC)C=C1 methyl 4-((3-chloro-4-fluorophenylamino)methyl)benzoate